C(#N)C1=CC=C(C=C1)N1C(=CC=2C1=NC=C(C2)C(=O)N2CCC(CC2)(F)F)CCC(=O)O 3-(1-(4-cyanophenyl)-5-(4,4-difluoropiperidine-1-carbonyl)-1H-pyrrolo[2,3-b]Pyridin-2-yl)propionic acid